methyl (R)-2'-oxo-1'-(pyridin-3-ylmethyl)-1,3-dihydrospiro[indene-2,3'-pyrrolidine]-5-carboxylate O=C1N(CC[C@]12CC1=CC=C(C=C1C2)C(=O)OC)CC=2C=NC=CC2